N(=[N+]=[N-])C\C=C/COC(CC1=C(C=CC=C1)Cl)=O (Z)-4-azidobut-2-en-1-yl-2-(2-chlorophenyl)acetate